NC1=C(C=2C(=NC(=C(C2)C)OC2CCNCC2)N1C1=C2C=NNC2=CC=C1C)C#N 2-Amino-5-methyl-1-(5-methyl-1H-indazol-4-yl)-6-(piperidin-4-yloxy)-1H-pyrrolo[2,3-b]pyridine-3-carbonitrile